Cl.N1CCC(CC1)OCC=O 2-(piperidin-4-yloxy)ethan-1-one hydrochloride